CC1=CC(=NC(=C1)N1[C@H](CCC1)C)C(=O)NC1=CC=C(C(=O)O)C=C1 (S)-4-(4-methyl-6-(2-methylpyrrolidin-1-yl)pyridinamido)benzoic acid